C(CC(C)C)N Isopentylamine